5-((5-(4-(((1R,3S)-3-aminocyclopentyl)oxy)-2-methoxypyridin-3-yl)-1H-pyrazol-3-yl)amino)pyrazine-2-carbonitrile N[C@@H]1C[C@@H](CC1)OC1=C(C(=NC=C1)OC)C1=CC(=NN1)NC=1N=CC(=NC1)C#N